C(\C=C/C)(=O)[O-] isocrotonate